ClC1=CC=C(C=C1)C(C)(C#C)C=1N=C(SC1)NC(=O)N1CCC(CC1)CO N-(4-(2-(4-chlorophenyl)but-3-yn-2-yl)thiazol-2-yl)-4-(hydroxymethyl)piperidine-1-carboxamide